N-(1-(2,4-bis(trifluoromethyl)benzyl)-3-methyl-1H-pyrazol-4-yl)-3-(furan-2-yl)acrylamide FC(C1=C(CN2N=C(C(=C2)NC(C=CC=2OC=CC2)=O)C)C=CC(=C1)C(F)(F)F)(F)F